CC(=CCO)CCC=C(CC)C 3,7-Dimethylnona-2,6-dien-1-ol